COC(CC1=NSC=C1Br)=O.N1N=CC=C1N(C(COC=1C=C(C=CC1)C)=O)CC=1SC=CC1 N-(1H-pyrazol-5-yl)-N-(thiophen-2-ylmethyl)-2-(m-tolyloxy)acetamide methyl-2-(4-bromoisothiazol-3-yl)acetate